quercetin oleate C(CCCCCCC\C=C/CCCCCCCC)(=O)O.O1C(=C(O)C(=O)C=2C(O)=CC(O)=CC12)C1=CC(O)=C(O)C=C1